C(C)OC(=O)CC1=C2C(=C(NC2=CC=C1OC)C)C=O (Ethoxycarbonylmethyl)-3-formyl-5-methoxy-2-methylindole